methyl 4-amino-7-bromo-6-fluoro-1-(6-methylpyridin-3-yl)-2-oxo-1,2-dihydroquinoline-3-carboxylate NC1=C(C(N(C2=CC(=C(C=C12)F)Br)C=1C=NC(=CC1)C)=O)C(=O)OC